COCC1=C(C=CC=C1)C(C)O 1-[2-(methoxymethyl)phenyl]ethanol